C1(CCCCCCCC1)C(=O)O cyclononanecarboxylic acid